methyl O-(tert-butyldimethylsilyl)-N-(2-(4-((tetrahydro-2H-pyran-4-carboxamido)methyl)phenyl)thiazole-4-carbonyl)-L-serinate [Si](C)(C)(C(C)(C)C)OC[C@H](NC(=O)C=1N=C(SC1)C1=CC=C(C=C1)CNC(=O)C1CCOCC1)C(=O)OC